6-methyl-2,3,4-trimethoxyphenol CC1=CC(=C(C(=C1O)OC)OC)OC